N[C@H](C(=O)N[C@H](C(=O)N[C@H]1C(N(C1)C1=CC=C(C=C1)F)=O)CCC1=CC=CC=C1)CCSC (S)-2-amino-N-((S)-1-(((R)-1-(4-fluorophenyl)-2-oxoazetidin-3-yl)amino)-1-oxo-4-phenylbutan-2-yl)-4-(methylthio)butanamide